1-({3,4-difluoro-2-[(2-fluoro-4-iodophenyl)amino]phenyl}carbonyl)-3-({[2-(2-thienyl)ethyl]amino}methyl)azetidin-3-ol FC=1C(=C(C=CC1F)C(=O)N1CC(C1)(O)CNCCC=1SC=CC1)NC1=C(C=C(C=C1)I)F